8-chloro-5,6-dihydro-benzo[5,6]cyclohepta[1,2-b]pyridine ClC=1C=CC2=C(CCC=3C(=NC=CC3)C2)C1